C(C)OC(=O)C=1OC2=C(C1C)C=C(C=C2)S(N(CCC2=CC=CC=C2)C2=CC=C(C=C2)N2CCOCC2)(=O)=O 3-methyl-5-(N-(4-morpholinophenyl)-N-phenethylsulfamoyl)benzofuran-2-carboxylic acid ethyl ester